(E)-3-(2-((4-(2-(4-chloro-2-fluorophenyl)-2-methylbenzo[d][1,3]dioxol-4-yl)piperidin-1-yl)methyl)-1-((4-ethylthiazol-5-yl)methyl)-1H-imidazol-5-yl)acrylic acid ClC1=CC(=C(C=C1)C1(OC2=C(O1)C=CC=C2C2CCN(CC2)CC=2N(C(=CN2)/C=C/C(=O)O)CC2=C(N=CS2)CC)C)F